8-(3-fluorophenyl)-N2-(4-morpholinylphenyl)quinazoline-2,4-diamine FC=1C=C(C=CC1)C=1C=CC=C2C(=NC(=NC12)NC1=CC=C(C=C1)N1CCOCC1)N